2-(1H-indazole-3-yl)-3H-imidazo[4,5-B]pyridine N1N=C(C2=CC=CC=C12)C1=NC=2C(=NC=CC2)N1